FCCCCCCCCCCCC=CCCCCCCCCCCCF 1,24-difluoro-12-tetracosene